CC1=NNC(=C1C=1C(=C(C(=CC1)O)N1CC(NS1(=O)=O)=O)F)C 5-(3-(3,5-dimethyl-1H-pyrazol-4-yl)-2-fluoro-6-hydroxyphenyl)-1,2,5-thiadiazolidin-3-one 1,1-dioxide